1,3,7-triaza-spiro[4.5]decane-2,4-dione N1C(NC(C12CNCCC2)=O)=O